5-(((3-((2-chloro-3-(3-chloro-2-(3-methoxy-4-((((5-oxopyrrolidin-2-yl)methyl)amino)methyl)phenyl)pyridin-4-yl)phenyl)amino)-5-fluoro-2-methoxybenzyl)amino)methyl)pyrrolidin-2-one ClC1=C(C=CC=C1C1=C(C(=NC=C1)C1=CC(=C(C=C1)CNCC1NC(CC1)=O)OC)Cl)NC=1C(=C(CNCC2CCC(N2)=O)C=C(C1)F)OC